tert-butyl (2-hydroxyethyl)(2-((2-nitrophenyl)amino)ethyl)carbamate OCCN(C(OC(C)(C)C)=O)CCNC1=C(C=CC=C1)[N+](=O)[O-]